NC1=NN2C(C=C(C=C2)C=2C=NC(=C(C(=O)NCC3=C(C(=CC(=C3)F)F)OC3CC3)C2)C)=N1 5-(2-amino-[1,2,4]triazolo[1,5-a]pyridin-7-yl)-N-(2-(cyclopropoxy)-3,5-difluorobenzyl)-2-methylnicotinamide